NC=1C=C(NC2=NC(=NC(=N2)NC2=CC(=CC=C2)N)NC)C=CC1 2,4-bis(3-aminoanilino)-6-methylamino-1,3,5-triazine